N1C=NC2=C1C=C(C=C2)C=2C=1N(C(=NC2C2=CC=C(C=C2)F)N)N=C(N1)CC1=NC=CC=C1F 8-(1H-benzo[d]imidazol-6-yl)-7-(4-fluorophenyl)-2-((3-fluoropyridin-2-yl)methyl)-[1,2,4]triazolo[1,5-c]pyrimidin-5-amine